(S)-2-(tert-Butoxycarbonylamino)-3-[3-(dihydroxyboryl)-4-hydroxyphenyl]propionic acid C(C)(C)(C)OC(=O)N[C@H](C(=O)O)CC1=CC(=C(C=C1)O)B(O)O